C(CCCCCCC)SC1=NC(=NC(=N1)SCCCCCCCC)NC1=CC(=C(C(=C1)C(C)(C)C)O)C(C)(C)C 2,4-bis-(n-octylthio)-6-(4-hydroxy-3,5-di-tert-butylanilino)-1,3,5-triazine